6-amino-2-[3,5-dichloro-4-([5-isopropyl-7H-pyrrolo[2,3-c]pyridazin-3-yl]oxy)phenyl]-4H-1,2,4-triazine-3,5-dione NC=1C(NC(N(N1)C1=CC(=C(C(=C1)Cl)OC1=CC2=C(N=N1)NC=C2C(C)C)Cl)=O)=O